FC(OC1=C(C=C(C=C1)OC1=CC(=CC(=C1)C(F)(F)F)C1(CNC1)O)C1=NN(C=C1NC(=O)C=1C=NN2C1N=CC=C2)C)F N-[3-[2-(difluoromethoxy)-5-[3-(3-hydroxyazetidin-3-yl)-5-(trifluoromethyl)phenoxy]phenyl]-1-methyl-pyrazol-4-yl]pyrazolo[1,5-a]pyrimidine-3-carboxamide